O1COC2=C1C=CC(=C2)CCC(=O)NCC2=CC=C(C=C2)Br 3-(benzo[d][1,3]dioxol-5-yl)-N-(4-bromobenzyl)propanamide